C(C)(C)(C)OC(=O)NC=1C(=NC=CC1)COC1CCC(CC1)C1=C(OCC(=O)OCC)C(=CC(=C1)F)F ethyl 2-(2-((1s,4s)-4-((3-((tert-butoxycarbonyl)amino)pyridin-2-yl)methoxy)cyclohexyl)-4,6-difluorophenoxy)acetate